FC1=C(C=O)C=CC(=C1)OCC(CCCCCCCCCC)CCCCCCCC 2-fluoro-4-(2-octyldodecyloxy)benzaldehyde